N-cyclopropyl-1'-((7-cyclopropyl-6-carbonyl-5,6-dihydro-1,5-naphthyridin-3-yl)methyl)-1',2',3',6'-tetrahydro-[3,4'-bipyridine]-6-carboxamide C1(CC1)NC(=O)C1=CC=C(C=N1)C=1CCN(CC1)CC=1C=NC=2C=C(C(NC2C1)=C=O)C1CC1